ClC=1C=C(C(=NC1)C1=CN=C(N=N1)N1C[C@@H](NCC1)C(C)C)OCOC (S)-6-(5-chloro-3-(methoxymethyloxy)pyridin-2-yl)-3-(3-isopropylpiperazin-1-yl)-1,2,4-triazine